2-(trans-4-(((8-methyl-4-oxo-3,4-dihydroquinazolin-2-yl)methyl)thio)cyclohexyl)acetic acid CC=1C=CC=C2C(NC(=NC12)CS[C@@H]1CC[C@H](CC1)CC(=O)O)=O